ClC=1C=C(C(=O)N[C@@H](C)C2=NC=NN2C2=NC=C(C=C2)NC(C(C)C)=O)C=C(C1)C(F)(F)F 3-chloro-N-[(1S)-1-{1-[5-(isobutyrylamino)pyridin-2-yl]-1H-1,2,4-triazol-5-yl}ethyl]-5-(trifluoromethyl)benzamide